N-(2-(4-benzylpiperidin-1-yl)ethyl)-5-fluoro-benzo[d]thiazol-2-carboxamide C(C1=CC=CC=C1)C1CCN(CC1)CCNC(=O)C=1SC2=C(N1)C=C(C=C2)F